(S)-5-fluoro-7-(4,4,5,5-tetramethyl-1,3,2-dioxaborolan-2-yl)-1-(trifluoromethyl)-2,3-dihydro-1H-benzo[d]pyrrolo[1,2-a]imidazole FC1=CC(=CC2=C1N=C1N2[C@@H](CC1)C(F)(F)F)B1OC(C(O1)(C)C)(C)C